5-(4-chloro-2-fluoro-phenyl)-7-[6-(1-cyclopropylpyrazol-4-yl)-3,6-dihydro-2H-pyran-4-yl]-2,3-dimethyl-quinoxaline ClC1=CC(=C(C=C1)C1=C2N=C(C(=NC2=CC(=C1)C=1CCOC(C1)C=1C=NN(C1)C1CC1)C)C)F